2-((1r,2s)-1-(2-cyanophenyl)-1-(3,4-difluorophenyl)propan-2-yl)-5-hydroxy-N-(isoxazol-4-yl)-1-methyl-6-oxo-1,6-dihydropyrimidine-4-carboxamide C(#N)C1=C(C=CC=C1)[C@H]([C@H](C)C=1N(C(C(=C(N1)C(=O)NC=1C=NOC1)O)=O)C)C1=CC(=C(C=C1)F)F